(2S)-2-(benzyloxycarbonylamino)-3-[2-(tert-butoxycarbonylamino)ethoxy]Propionic acid C(C1=CC=CC=C1)OC(=O)N[C@H](C(=O)O)COCCNC(=O)OC(C)(C)C